(3R)-3-amino-7-(5-tert-butyl-1,3,4-oxadiazol-2-yl)-5-[(4-chloro-3-fluoro-phenyl)methyl]-8-fluoro-1,1-dioxo-2,3-dihydro-1lambda6,5-benzothiazepin-4-one N[C@H]1CS(C2=C(N(C1=O)CC1=CC(=C(C=C1)Cl)F)C=C(C(=C2)F)C=2OC(=NN2)C(C)(C)C)(=O)=O